Cl.C(C1=CC=CC=C1)N1CC=2C(=C(N=C(C2CC1)N1CCNCC1)N1CCCCC1)C#N 6-benzyl-1-(piperazin-1-yl)-3-(piperidin-1-yl)-5,6,7,8-tetrahydro-2,6-naphthyridine-4-carbonitrile hydrochloride